(4-(4-amino-1H-imidazol-1-yl)phenyl)methanol NC=1N=CN(C1)C1=CC=C(C=C1)CO